1,5-Dimethyl-4-[[4-methyl-6-(4-methylimidazol-1-yl)-3-pyridinyl]sulfinyl]quinolin-2-one CN1C(C=C(C2=C(C=CC=C12)C)S(=O)C=1C=NC(=CC1C)N1C=NC(=C1)C)=O